C(CCCCC)OC(CCCCCCC(C)OC(C)=O)OCCCCCC 9,9-dihexyloxy-2-acetyloxynonane